ClC1=NC(=CC(=C1)C(C1CCC(CC1)C(=O)NCC(CN)N)(F)F)N1CCN(CC1)S(=O)(=O)C1=CC=C(C=C1)N1C(C[C@H](C1)N)=O 4-[[2-chloro-6-[4-[4-[(4R)-4-amino-2-oxo-pyrrolidin-1-yl]phenyl]sulfonylpiperazin-1-yl]-4-pyridyl]-difluoro-methyl]-N-(2,3-diaminopropyl)cyclohexanecarboxamide